(8-Cyclopropylisoquinolin-4-yl)-4-fluorobenzamide C1(CC1)C=1C=CC=C2C(=CN=CC12)C1=C(C(=O)N)C=CC(=C1)F